C1=CC=CC=2C3=CC=CC=C3C(C12)=O fluoren-9-one